alpha-iduronate O[C@@H]1[C@@H](O)[C@H](O)[C@@H](O)[C@H](O1)C(=O)[O-]